C(C)(C)(C)C1=CC=C(C=C1)C1=NC(=NN1C)CN1CC2(CC2)CC1 5-((5-(4-(tert-butyl)phenyl)-1-methyl-1H-1,2,4-triazol-3-yl)methyl)-5-azaspiro[2.4]heptane